1-({(5S,7S)-3-[2-(3-cyclopentyl-1,2,4-oxadiazol-5-yl)-2-methylpropyl]-2-oxo-1-oxa-3-azaspiro[4.5]dec-7-yl}methyl)-1H-benzimidazole-6-carbonitrile C1(CCCC1)C1=NOC(=N1)C(CN1C(O[C@]2(C1)C[C@H](CCC2)CN2C=NC1=C2C=C(C=C1)C#N)=O)(C)C